Pyrido[2,3-b]pyrazine N1=C2C(=NC=C1)N=CC=C2